3-((4-(3-((2-((1S)-1-((tetrahydro-2H-pyran-2-yl)oxy)ethyl)-1H-imidazol-1-yl)methyl)isoxazol-5-yl)phenyl)ethynyl)benzonitrile O1C(CCCC1)O[C@@H](C)C=1N(C=CN1)CC1=NOC(=C1)C1=CC=C(C=C1)C#CC=1C=C(C#N)C=CC1